FC=1C=C2CC\3C(OC(/C3=C/O[C@H]3OC(C(=C3)C)=O)=O)C2=CC1 (±)-(E)-6-fluoro-3-((((S)-4-methyl-5-oxo-2,5-dihydrofuran-2-yl)oxy)methylene)-3,3a,4,8b-tetrahydro-2H-indeno[1,2-b]furan-2-one